C12=CC=C(N1)C=C1C=CC(=N1)C=C1C=CC(N1)=CC=1C=CC(N1)=C2.[Mn+3].[Gd+3] gadolinium (III) manganese (III) porphyrin